[Si](C)(C)(C(C)(C)C)OCCS(=O)(=O)CC(CCCC(C(=O)OC(C)(C)C)(C)C1=CC(=CC=C1)CC(=C(F)F)C(=O)OCC)(C)C tert-butyl 7-((2-((tert-butyldimethylsilyl)oxy)ethyl)sulfonyl)-2-(3-(2-(ethoxycarbonyl)-3,3-difluoroallyl)phenyl)-2,6,6-trimethylheptanoate